C[Si](CCCCCC[SiH2]C(N(CC)CC)N(CC)CC)(OC)C 1-dimethylmethoxysilyl-6-bis(diethylamino)methylsilylhexane